methyl 4-bromo-2-[(2,4-dimethoxyphenyl)methylamino]-6-fluorobenzoate BrC1=CC(=C(C(=O)OC)C(=C1)F)NCC1=C(C=C(C=C1)OC)OC